4-(N-((7-(5-(Difluoromethyl)-1,3,4-Oxadiazol-2-Yl)Imidazo[1,2-a]Pyridin-2-Yl)Methyl)-N-Phenylsulfamoyl)-N,N-Dimethylpiperidine-1-Carboxamide FC(C1=NN=C(O1)C1=CC=2N(C=C1)C=C(N2)CN(S(=O)(=O)C2CCN(CC2)C(=O)N(C)C)C2=CC=CC=C2)F